O[C@@H](CCNC1=C(C=C(C=C1)C1=NNC(OC1)=O)C(F)(F)F)C 5-[4-{[(3R)-3-Hydroxybutyl]amino}-3-(trifluoromethyl)phenyl]-3,6-dihydro-2H-1,3,4-oxadiazin-2-on